1-[5-(Ethylsulfonimidoyl)-6-[6-(trifluoromethyl)pyrazolo[4,3-c]pyridin-2-yl]-3-pyridyl]cyclopropancarbonitril C(C)S(=O)(=N)C=1C=C(C=NC1N1N=C2C(C=NC(=C2)C(F)(F)F)=C1)C1(CC1)C#N